hexamethylenediamine peroxide C(CCC1(OO1)N)CCN